Cl.CN[C@@H]1COC2=C1C=CC(=C2)OC(F)(F)F (S)-N-methyl-6-(trifluoromethoxy)-2,3-dihydrobenzofuran-3-amine hydrogen chloride